((6-(4-(4-fluorophenyl)-1-isopropyl-1H-imidazol-5-yl)quinolin-3-yl)ethynyl)cyclohexan-1-ol FC1=CC=C(C=C1)C=1N=CN(C1C=1C=C2C=C(C=NC2=CC1)C#CC1(CCCCC1)O)C(C)C